COC1(COC1)C1=CC=C(C=C1)C(=O)N1CCC(CC1)OCCOC1=CC=C(C=C1)C(F)(F)F (4-(3-methoxyoxetan-3-yl)phenyl)(4-(2-(4-(trifluoromethyl)phenoxy)ethoxy)piperidin-1-yl)methanone